[Br-].O(C1=CC=CC=C1)P(CC(C)C)OC1=CC=CC=C1 diphenoxyisobutyl-phosphine bromide